2,6-diazaspiro[3.3]heptane-2-carboxylic acid tert-butyl ester oxalate C(C(=O)O)(=O)O.C(C)(C)(C)OC(=O)N1CC2(C1)CNC2